6-fluoropyrazolo[1,5-a]pyridine-3-carbaldehyde FC=1C=CC=2N(C1)N=CC2C=O